[2-(4-tert-butoxy-1-carbamoyl-4-oxo-butyl)-4-methoxy-1-oxo-isoindolin-5-yl]-3,6-dihydro-2H-pyridine-1-carboxylic acid benzyl ester C(C1=CC=CC=C1)OC(=O)N1C(CC=CC1)C=1C(=C2CN(C(C2=CC1)=O)C(CCC(=O)OC(C)(C)C)C(N)=O)OC